C12(C(CCC(C1(C)C)C2)C)C=2SC=CN2 pinyl-thiazole